FC1=C(OC2=CC3=C(N=C(N=C3)NC3=C(C=C(C(=C3)[N+](=O)[O-])N3C[C@@H]4CN(C[C@@H]4C3)C)OC)N(C2=O)C=2C=NN(C2)C)C=CC(=C1)F 6-(2,4-difluorophenoxy)-2-((2-methoxy-4-((3ar,6as)-5-methylhexahydropyrrolo[3,4-c]pyrrol-2(1H)-yl)-5-nitrophenyl)amino)-8-(1-methyl-1H-pyrazol-4-yl)pyrido[2,3-d]pyrimidin-7(8H)-one